(E)-3-(3-(3,5-bis(trifluoromethyl)phenyl)-1H-1,2,4-triazol-1-yl)-2-(1-methyl-1H-pyrazol-4-yl)acrylamide FC(C=1C=C(C=C(C1)C(F)(F)F)C1=NN(C=N1)/C=C(/C(=O)N)\C=1C=NN(C1)C)(F)F